N-(6-((5-bromo-2-((2,5-dichloro-4-(4-(4-methyl-1,4-diazepan-1-yl)piperidine-1-yl)phenyl)amino)pyrimidin-4-yl)amino)-2,3-dihydrobenzofuran-5-yl)methanesulfonamide BrC=1C(=NC(=NC1)NC1=C(C=C(C(=C1)Cl)N1CCC(CC1)N1CCN(CCC1)C)Cl)NC1=CC2=C(CCO2)C=C1NS(=O)(=O)C